4-(5-(2-(((1r,4r)-4-aminocyclohexyl)amino)-1-phenylethyl)-2-chlorophenyl)-5-fluoro-6-(2-methoxyethoxy)nicotinamide trifluoroacetate FC(C(=O)O)(F)F.NC1CCC(CC1)NCC(C1=CC=CC=C1)C=1C=CC(=C(C1)C1=C(C(=NC=C1C(=O)N)OCCOC)F)Cl